O=C(CCNC(=O)N)N1CC2=CC=CC(=C2CC1)NC1=CC=C(C=C1)C(F)(F)F 1-(3-oxo-3-(5-((4-(trifluoromethyl)phenyl)amino)-3,4-dihydroisoquinolin-2(1H)-yl)propyl)urea